C(C)N(C(OC(C)(C)C)=O)C1CCN(CC1)C1=NC=C(C=2C1=NC=CN2)I tert-butyl N-ethyl-N-[1-(8-iodopyrido[3,4-b]pyrazin-5-yl)-4-piperidyl]carbamate